Behenyl-carnitine C(CCCCCCCCCCCCCCCCCCCCC)C(O)(C[N+](C)(C)C)CC([O-])=O